5-(3-fluorophenyl)-N-[(3S,4R)-4-hydroxyoxolan-3-yl]-6-[4-(trifluoromethyl)phenoxy]pyridine-3-carboxamide FC=1C=C(C=CC1)C=1C=C(C=NC1OC1=CC=C(C=C1)C(F)(F)F)C(=O)N[C@H]1COC[C@@H]1O